BrC1=CC=C2C(=N1)N=C(O2)N[C@H]2CN(CCC2)CCCO 3-[(3R)-3-[(5-bromooxazolo[4,5-b]pyridin-2-yl)amino]-1-piperidyl]propan-1-ol